BrC=1C=C2C(=NC=NN2C1)N1CCC(=CC1)C1=NC=C(C=N1)C(C)(O)C1=CC=C(C=C1)Cl 1-(2-(1-(6-bromopyrrolo[2,1-f][1,2,4]triazin-4-yl)-1,2,3,6-tetrahydropyridin-4-yl)pyrimidin-5-yl)-1-(4-chlorophenyl)ethan-1-ol